(Z)-1-(3-(3-(3,5-bis(trifluoromethyl)phenyl)-1H-1,2,4-triazol-1-yl)acryloyl)azetidine-3-carbonitrile FC(C=1C=C(C=C(C1)C(F)(F)F)C1=NN(C=N1)\C=C/C(=O)N1CC(C1)C#N)(F)F